C(C)(C)(C)OC(=O)N1C(=CC=2C1=NC(=CC2)Cl)C2=C(C=C(C=C2)F)C(F)(F)F 6-chloro-2-(4-fluoro-2-(trifluoromethyl)phenyl)-1H-pyrrolo[2,3-b]pyridine-1-carboxylic acid tert-butyl ester